(6S,7S)-6,7-Dimethyl-4-((R)-3-(methylamino)pyrrolidin-1-yl)-7,8-dihydro-6H-pyrimido[5,4-b][1,4]oxazin-2-amine C[C@H]1[C@@H](NC2=C(O1)C(=NC(=N2)N)N2C[C@@H](CC2)NC)C